ClC(CO)C(CCCC)Cl 2,3-dichloroheptanol